(S)-N-(4-(4-(6-(1H-pyrazol-5-yl)pyridin-2-yl)-1H-1,2,3-triazol-1-yl)phenyl)-1-acryloylpiperidine-3-carboxamide N1N=CC=C1C1=CC=CC(=N1)C=1N=NN(C1)C1=CC=C(C=C1)NC(=O)[C@@H]1CN(CCC1)C(C=C)=O